ClC=1C=CC(=NC1)[C@@H](C1(CCNCC1)O)C1=CC=CC=C1 4-[(S)-(5-chloro-2-pyridyl)-phenyl-methyl]piperidin-4-ol